OC1C=C(CC1)C(=O)OC(C)(C)C tert-Butyl 3-hydroxycyclopent-1-ene-1-carboxylate